bromolysergic acid diethylamide CCN(CC)C(=O)[C@H]1CN([C@@H]2CC3=C(NC4=CC=CC(=C34)C2=C1)Br)C